(4-amino-7-fluoro-3-methylimidazo[1,5-a]quinoxalin-8-yl)((3R,4aS,9bS)-3-methyl-7-(trifluoromethyl)-3,4,4a,9b-tetrahydrofuro[2,3-b:4,5-b']dipyridin-1(2H)-yl)methanone NC=1C=2N(C3=CC(=C(C=C3N1)F)C(=O)N1[C@@H]3[C@H](C[C@H](C1)C)OC1=NC(=CC=C13)C(F)(F)F)C=NC2C